2-(2,4-difluorophenyl)-1-(4-((4-(4-fluorobenzyl)phenyl)amino)piperidin-1-yl)-3-(1H-1,2,4-triazol-1-yl)propan-2-ol FC1=C(C=CC(=C1)F)C(CN1CCC(CC1)NC1=CC=C(C=C1)CC1=CC=C(C=C1)F)(CN1N=CN=C1)O